(E)-3-(4-hydroxyphenyl)-N-(3-((4-((E)-3-(4-hydroxyphenyl)acrylamido)butyl)amino)propyl)acrylamide OC1=CC=C(C=C1)/C=C/C(=O)NCCCNCCCCNC(\C=C\C1=CC=C(C=C1)O)=O